(6R,7S)-2,2,6,10-Tetramethylbicyclo[5.4.0]-undeca-1(11),9-diene CC1(C2=CC(=CC[C@H]2[C@@H](CCC1)C)C)C